FC1(CCC(CC1)C(=O)N1CCC(CC1)N1CC(C1)(N1N=CC(=C1)C1=C2C(=NC=C1F)NC=C2)CC#N)F {1-{1-[(4,4-difluorocyclohexyl)carbonyl]piperidin-4-yl}-3-[4-(5-fluoro-1H-pyrrolo[2,3-b]pyridine-4-yl)-1H-pyrazol-1-yl]azetidin-3-yl}acetonitrile